BrC=1C(=CC2=C(N(C(N2)=O)C)C1)F 6-bromo-5-fluoro-1-methyl-1,3-dihydro-2H-benzo[d]imidazol-2-one